N-(2-fluoro-4-methyl-3-(2-(methylamino)-8,9-dihydroimidazo[1',2':1,6]pyrido[2,3-d]pyrimidin-6-yl)phenyl)benzamide FC1=C(C=CC(=C1C1=CC2=C(N=C(N=C2)NC)N2C1=NCC2)C)NC(C2=CC=CC=C2)=O